(R)-(2-(benzofuran-3-yl)-1-((pyrazin-2-yl)methylsulfonamido)ethyl)boronic acid O1C=C(C2=C1C=CC=C2)C[C@H](NS(=O)(=O)CC2=NC=CN=C2)B(O)O